FC(CC=1C(=NC(=NC1)NS(=O)(=O)C1=CNC2=C(C(=CC=C12)C)CO)OC)F N-[5-(2,2-difluoroethyl)-4-methoxy-pyrimidin-2-yl]-6-methyl-7-hydroxymethyl-1H-indole-3-sulfonamide